Cl.NC1(CC2=CC=CC=C2C1)C(=O)OC methyl 2-amino-2,3-dihydro-1H-indene-2-carboxylate hydrochloride